Potassium diphenylsulfoxide C1(=CC=CC=C1)S(=O)C1=CC=CC=C1.[K]